TERT-BUTYLGLYOXAL C(C)(C)(C)C(=O)C=O